4-(5-phenylpyridine-2-yl)benzoic acid C1(=CC=CC=C1)C=1C=CC(=NC1)C1=CC=C(C(=O)O)C=C1